C1(CC1)C1=C(C(=NO1)C1=C(C=CC=C1Cl)Cl)CC(=O)OC1C[C@H]2CC[C@@H](C1)N2 (1R,3S,5S)-8-azabicyclo[3.2.1]octan-3-yl 2-[5-cyclopropyl-3-(2,6-dichlorophenyl)-1,2-oxazol-4-yl]acetate